C(C)(C)(C)OC(=O)N1CC(CC=C1OS(=O)(=O)C(F)(F)F)C 3-methyl-6-((trifluoromethanesulfonyl)oxy)-3,4-dihydropyridine-1(2H)-carboxylic acid tert-butyl ester